The molecule is a prostanoid anion obtained by deprotonation of the three carboxy groups and protonation of the glutamyl alpha-amino group of (R)-PGA2-S-glutathione conjugate; major species at pH 7.3. It derives from a prostaglandin A2(1-) and a glutathionate(1-). It is a conjugate base of a (R)-PGA2-S-glutathione conjugate. CCCCC[C@@H](/C=C/[C@H]1[C@@H](CC(=O)[C@@H]1C/C=C\\CCCC(=O)[O-])SC[C@@H](C(=O)NCC(=O)[O-])NC(=O)CC[C@@H](C(=O)[O-])[NH3+])O